S1(=O)(=O)OCCOS(O1)(=O)=O ethylene Disulfate